BrC1=CC=C(C=C1)C[C@@H](CCC=C)S(=O)(=O)N (R)-1-(4-BROMOPHENYL)HEX-5-ENE-2-SULFONAMIDE